dioctyl phosphate dodecylamine salt C(CCCCCCCCCCC)N.P(=O)(OCCCCCCCC)(OCCCCCCCC)O